(1R,2R,3R)-3-hydroxycyclopentane OC1CCCC1